N-((1R)-3-cyano-3-azabicyclo[3.1.0]hexan-1-yl)-5-(4-(phenylamino)pyridin-3-yl)-1H-pyrazole-3-carboxamide C(#N)N1C[C@]2(CC2C1)NC(=O)C1=NNC(=C1)C=1C=NC=CC1NC1=CC=CC=C1